4-(7-fluoroimidazo[1,2-a]pyridin-3-yl)-7-((5-(2-morpholino-propan-2-yl)pyridin-2-yl)amino)isoindolin-1-one FC1=CC=2N(C=C1)C(=CN2)C2=C1CNC(C1=C(C=C2)NC2=NC=C(C=C2)C(C)(C)N2CCOCC2)=O